C(C)C1=NN2C(C=C(C=C2C)N2CC3(C2)CN(C3)C(C(C)(C)O)=O)=C1N(C=1SC(=C(N1)C1=CC=C(C=C1)F)C#N)C 2-((2-ethyl-5-(6-(2-hydroxy-2-methylpropanoyl)-2,6-diazaspiro[3.3]heptan-2-yl)-7-methylpyrazolo[1,5-a]pyridin-3-yl)(methyl)amino)-4-(4-fluorophenyl)thiazole-5-carbonitrile